5-(2-(4-((tert-butyldimethylsilyl)oxy)butoxy)pyridin-3-yl)-N-((2-fluoropyridin-3-yl)methyl)-1-isopropyl-N-(4-methoxybenzyl)-3-methyl-1H-pyrazolo[4,3-b]pyridin-7-amine [Si](C)(C)(C(C)(C)C)OCCCCOC1=NC=CC=C1C1=CC(=C2C(=N1)C(=NN2C(C)C)C)N(CC2=CC=C(C=C2)OC)CC=2C(=NC=CC2)F